NC=1C(N(C(=CC1)C)C)=O 3-amino-1,6-dimethylpyridin-2(1H)-one